ClC=1C=C(NC2(CCC3(C(CC4=CC=CC=C34)CCO)CC2)C(=O)OC)C=CC1 methyl (1r,4r)-4-(3-chloroanilino)-2'-(2-hydroxyethyl)-2',3'-dihydrospiro[cyclohexane-1,1'-indene]-4-carboxylate